C1CCCC2=CC=CC=C12 (RS)-1,2,3,4-tetrahydronaphthalene